8-bromo-2-iodo-3-(1H-pyrrol-1-yl)imidazo[1,2-a]pyridine BrC=1C=2N(C=CC1)C(=C(N2)I)N2C=CC=C2